[Cl-].[Cl-].P(=O)(O)(O)CCCCN1C2=CC=C(C=C2C=2C=C(C=CC12)[NH3+])[NH3+] 9-(4-Phosphonobutyl)-9H-carbazole-3,6-bis(aminium) dichloride